FC=1C=C2C(=NN(C2=CC1)COCC[Si](C)(C)C)CCN(C1CC1)C N-(2-(5-fluoro-1-((2-(trimethylsilyl)ethoxy)methyl)-1H-indazol-3-yl)ethyl)-N-methylcyclopropanamine